ClC1=NC(=CC(=C1)S(=O)(=O)C1CC1)Cl 2,6-Dichloro-4-cyclopropylsulfonyl-pyridine